C1(CCCC1)N1C=C(C2=CC=C(C=C12)[N+](=O)[O-])C=1C=C(C#N)C=CC1 3-(1-cyclopentyl-6-nitro-1H-indol-3-yl)benzonitrile